C1(CC1)NC(=O)C1=CC=C(C=C1)S(=O)(=O)NC(C=1C(N)=CC=CC1)=O N-[4-(cyclopropylcarbamoyl)benzenesulfonyl]-anthranilamide